N(=C=O)[C@@H](C(=O)OC)CC(C)C (R)-methyl 2-isocyanato-3-isopropylpropionate